8-Methoxy-1-azaspiro[4.5]deca-7,9-diene-2,6-dione COC1=CC(C2(CCC(N2)=O)C=C1)=O